2,2-dimethyl-3-butenal CC(C=O)(C=C)C